NC(C(C(=O)NO)NC(C1=CC=C(C=C1)C#CC1=CC=C(C=C1)N)=O)(C)C N-(3-amino-1-(hydroxyamino)-3-methyl-1-oxobut-2-yl)-4-((4-aminophenyl)ethynyl)benzamide